CC1=CC=CC(=N1)S(=O)(=O)C1=CC=C(C=C1)CNC(=O)C1=CC=2C(=CN=CC2)O1 N-{[4-(6-methylpyridine-2-sulfonyl)phenyl]methyl}furo[2,3-c]pyridine-2-carboxamide